ClC1=CC2=C(N=N1)N(C=C2)C[C@H]2[C@@H](CN(CC2)C)F trans-4-({3-chloro-7H-pyrrolo[2,3-c]pyridazin-7-yl}methyl)-3-fluoro-1-methylpiperidine